2-chloro-2,3,3,3-tetrafluoropropionic acid ClC(C(=O)O)(C(F)(F)F)F